3,4-dibromothieno[2,3-b]thiophene BrC1=CSC=2SC=C(C21)Br